1-(7-(6-chloro-7-(1,6-dimethyl-1H-indazol-7-yl)-8-fluoro-2-(((S)-1-methylpyrrolidin-2-yl)methoxy)quinazolin-4-yl)-2,7-diazaspiro[3.5]nonan-2-yl)prop-2-en-1-one ClC=1C=C2C(=NC(=NC2=C(C1C=1C(=CC=C2C=NN(C12)C)C)F)OC[C@H]1N(CCC1)C)N1CCC2(CN(C2)C(C=C)=O)CC1